2-((4-(4-(2-hydroxyacetyl)piperazin-1-yl)phenyl)amino)quinazolin OCC(=O)N1CCN(CC1)C1=CC=C(C=C1)NC1=NC2=CC=CC=C2C=N1